3-((5-methyl-4-methylenehex-3-yl)oxy)butyronitrile CC(C(C(CC)OC(CC#N)C)=C)C